N,N-diethyl-3-pentoxypropionamide C(C)N(C(CCOCCCCC)=O)CC